5-(1-(3,3-difluorocyclobutyl)-2-methyl-1H-imidazo[4,5-b]pyridin-6-yl)-N-(cis-3-(2-methoxyethoxy)cyclobutyl)pyrrolo[2,1-f][1,2,4]triazin-2-amine FC1(CC(C1)N1C(=NC2=NC=C(C=C21)C=2C=CN1N=C(N=CC12)N[C@@H]1C[C@@H](C1)OCCOC)C)F